3'-(phenylsulfonyl)-4'-(pyridin-4-yl)-[1,1'-biphenyl] C1(=CC=CC=C1)S(=O)(=O)C=1C=C(C=CC1C1=CC=NC=C1)C1=CC=CC=C1